FC(C(=O)OC)CC#C methyl 2-fluoropent-4-ynoate